FC1=C(C=CC(=C1F)C1=CC2=C(N=C(N=C2)SC)N(C1=O)C(C(F)(F)F)C)NS(=O)(=O)CC1=CC=CC=C1 N-(2,3-Difluoro-4-(2-(methylthio)-7-oxo-8-(1,1,1-trifluoropropan-2-yl)-7,8-dihydropyrido[2,3-d]pyrimidin-6-yl)phenyl)-1-phenylmethanesulfonamide